C1(CC1)C1=CC2=C(C(=NN(C2=O)CC(=O)NC=2C=CC=3N(N2)C=NN3)C)O1 {2-Cyclopropyl-7-methyl-4-oxo-4H,5H-furo[2,3-d]pyridazin-5-yl}-N-{[1,2,4]triazolo[4,3-b]pyridazin-6-yl}acetamide